FC1=C(C=C(C(=C1OC)F)F)C1=CC=C(N1)C(=O)OC Methyl 5-(2,4,5-trifluoro-3-methoxyphenyl)-1H-pyrrole-2-carboxylate